CS(=O)(=O)OCC[C@H]1N([C@H]2CCCC[C@@H]2N(C1)C(=O)OC(C)(C)C)C(=O)OC(C)(C)C di-tert-butyl (2R,4aS,8aS)-2-(2-((methylsulfonyl)oxy)ethyl)octahydroquinoxaline-1,4-dicarboxylate